N-phenyl-1,2,3,4-tetrahydroisoquinoline C1(=CC=CC=C1)N1CC2=CC=CC=C2CC1